S1C(=NC2=C1C=CC=C2)C2=C(C=CC(=C2)C(C(=O)[O-])CCBr)C(C(=O)[O-])CCBr 2-(benzo[d]thiazol-2-yl)-1,4-phenylenebis(4-bromobutyrate)